(R)-N-(1-(5-(trifluoromethyl)pyridin-2-yl)ethyl)cyclopropanamine FC(C=1C=CC(=NC1)[C@@H](C)NC1CC1)(F)F